N(=O)[O-].[Na+].[N+](=O)([O-])[O-].[Ag+] silver nitrate sodium nitrite